N'-methyl-N-phenyl-formamidine CN=CNC1=CC=CC=C1